(E)-7-(3-(3-chlorobenzyl)-2,5-dioxopyrrolidinyl)heptanoic acid ethyl ester C(C)OC(CCCCCCN1C(C(CC1=O)CC1=CC(=CC=C1)Cl)=O)=O